COC(C(C)(C)C1=CC=C(C=C1)CCC(=O)O)=O 3-(4-(1-methoxy-2-methyl-1-ketopropan-2-yl)phenyl)propanoic acid